C(C)OC(C)(C)[C@@]1(CN(CC1)C(C)(C)C=1C=NC(=CC1)C)CCN1C=NC2=C1C=CC(=C2)F (R)-1-(2-(3-(2-ethoxypropan-2-yl)-1-(2-(6-methylpyridin-3-yl)propan-2-yl)pyrrolidin-3-yl)ethyl)-5-fluoro-1H-benzo[d]imidazole